3,3'-bis[di(p-tolyl)amino]biphenyl C1(=CC=C(C=C1)N(C=1C=C(C=CC1)C1=CC(=CC=C1)N(C1=CC=C(C=C1)C)C1=CC=C(C=C1)C)C1=CC=C(C=C1)C)C